alpha-(3-methylbutylidene)-benzeneacetaldehyde CC(CC=C(C=O)C1=CC=CC=C1)C